CCCCNC(=O)[C@H]([C@@H]1N[C@H](C(S1)(C)C)C(=O)O)NC(=O)[C@@H](C2=CC=CC=C2)N The molecule is an amide formed between ampicillin and butylamine. It is a monocarboxylic acid amide and a thiazolidinemonocarboxylic acid. It contains an ampicilloyl group. It derives from an ampicillin.